2-(3-bromophenyl)-2-(4-(trifluoromethyl)pyridin-2-yl)acetonitrile BrC=1C=C(C=CC1)C(C#N)C1=NC=CC(=C1)C(F)(F)F